4,4'-bis((bis(6-(3,5-di-tert-butylphenyl)-1H-indol-1-yl)phosphaneyl)oxy)-1,1',3,3'-tetrahydro-2,2'-spirobi[indene] C(C)(C)(C)C=1C=C(C=C(C1)C(C)(C)C)C1=CC=C2C=CN(C2=C1)P(OC1=C2CC3(CC2=CC=C1)CC1=CC=CC(=C1C3)OP(N3C=CC1=CC=C(C=C31)C3=CC(=CC(=C3)C(C)(C)C)C(C)(C)C)N3C=CC1=CC=C(C=C31)C3=CC(=CC(=C3)C(C)(C)C)C(C)(C)C)N3C=CC1=CC=C(C=C31)C3=CC(=CC(=C3)C(C)(C)C)C(C)(C)C